(R)-5-(bicyclo[1.1.1]pentan-1-yl)-3-butyl-8-hydroxy-2-methyl-2,3,4,5-tetrahydrobenzo[f][1,2,5]thiadiazepine 1,1-dioxide C12(CC(C1)C2)N2C[C@H](N(S(C1=C2C=CC(=C1)O)(=O)=O)C)CCCC